C(\C=C/C(=O)[O-])(=O)[O-].C(\C=C/C(=O)[O-])(=O)[O-].C(CCCCCCC)[Sn+4] mono-n-octyltin dimaleate